CC1(O[C@H]2[C@@H](O1)[C@@H](O[C@@H]2COP(=S)(O)O)N2N=CC=1C2=NC=NC1NC(C1=CC=CC=C1)(C1=CC=CC=C1)C1=CC=CC=C1)C.CN(C(C)=O)C N,N-Dimethyl-acetamide (((3aR,4R,6R,6aR)-2,2-dimethyl-6-(4-(tritylamino)-1H-pyrazolo[3,4-d]pyrimidin-1-yl)tetrahydrofuro[3,4-d][1,3]dioxol-4-yl)methyl)thiophosphate